((2,7-difluoro-6,8-bis(methoxymethoxy)naphthalen-1-yl)ethynyl)triisopropylsilane FC1=C(C2=C(C(=C(C=C2C=C1)OCOC)F)OCOC)C#C[Si](C(C)C)(C(C)C)C(C)C